O[C@H]([C@@H](CNC(CCCCCCCCCCCCCCC)=O)O)[C@H]1[C@@H]([C@H](C[C@@](O1)(C(=O)O)OCCOCCOCC#C)O)NC(CO)=O (2R,4S,5R,6R)-6-((1R,2R)-1,2-dihydroxy-3-palmitamidopropyl)-4-hydroxy-5-(2-hydroxyacetamido)-2-(2-(2-(prop-2-yn-1-yloxy)ethoxy)ethoxy)tetrahydro-2H-pyran-2-carboxylic acid